(1r,4r)-4-(4-amino-1H-pyrazol-1-yl)cyclohexane-1-carboxylic acid methyl ester COC(=O)C1CCC(CC1)N1N=CC(=C1)N